ClC1=C2C(C=NC2=NC=N1)I 6-chloro-7-iodo-7-deazapurine